(tert-Butoxycarbonyl)-L-allothreonine C(C)(C)(C)OC(=O)N[C@@H]([C@@H](O)C)C(=O)O